FC1=C(OC2CNC2)C(=CC(=C1F)F)F 3-(2,3,4,6-tetrafluorophenoxy)azetidine